FC=1C=NC(=NC1)C[C@@H]1CN[C@H](CC1)C 5-fluoro-2-(((3r,6s)-6-methylpiperidin-3-yl)methyl)pyrimidine